2-(((αr)-6-(4-(2-cyclopropylethyl)-2,5-dioxoimidazolidin-1-yl)spiro[3.3]heptan-2-yl)oxy)nicotinamide C1(CC1)CCC1NC(N(C1=O)C1CC2(CC(C2)OC2=C(C(=O)N)C=CC=N2)C1)=O